C1=C2C=C3C(=NC=4C=CC=CC34)C2=CC=C1 indeno[1,2-b]indol